(8-methyl-5,6,7,8-tetrahydrocinnolin-3-yl)methyl ((7-chloro-2-(2,6-dioxopiperidin-3-yl)-4-fluoro-3-oxoisoindolin-5-yl)methyl)carbamate ClC=1C=C(C(=C2C(N(CC12)C1C(NC(CC1)=O)=O)=O)F)CNC(OCC=1N=NC=2C(CCCC2C1)C)=O